C1(=CC(=CC=C1)CCCC1C(C1)CO)C (2-(3-m-tolylpropyl)cyclopropyl)methanol